C1(=CC=CC=C1)N(C1=CC=C(C=C1)C=1C(N(C(C1C1=CC=C(C=C1)N(C1=CC=CC=C1)C1=CC=CC=C1)=O)N1C(C2=CC=CC=C2C(N1)=O)=O)=O)C1=CC=CC=C1 (3,4-bis(4-(diphenylamino)phenyl)-2,5-dioxo-2,5-dihydro-1H-pyrrol-1-yl)-2,3-dihydro-phthalazine-1,4-dione